tert-butyl (Z)-(2-(2-(2-((5,6,7-trihydroxy-2-phenyl-4H-chromen-4-ylidene)amino)ethoxy)ethoxy)ethyl)carbamate OC1=C2\C(\C=C(OC2=CC(=C1O)O)C1=CC=CC=C1)=N/CCOCCOCCNC(OC(C)(C)C)=O